(Z)-undec-2-en-1-yl-6-(2-(dimethylamino)-3-(octyloxy)propoxy)hexanoate C(\C=C/CCCCCCCC)OC(CCCCCOCC(COCCCCCCCC)N(C)C)=O